2-(7-methoxy-1H-indol-3-yl)-N,N-dimethylethan-1-amine COC=1C=CC=C2C(=CNC12)CCN(C)C